Tert-butyl (S)-5-amino-4-(5-(((S)-1-((2-morpholinoquinolin-6-yl)methyl)pyrrolidin-3-yl)oxy)-1-oxoisoindolin-2-yl)-5-oxopentanoate NC([C@H](CCC(=O)OC(C)(C)C)N1C(C2=CC=C(C=C2C1)O[C@@H]1CN(CC1)CC=1C=C2C=CC(=NC2=CC1)N1CCOCC1)=O)=O